C(C)N1/C(/S\C(\C1=O)=C\1/C(NC2=CC=CC=C12)=O)=N/C1=CC=C(C=C1)S(=O)(=O)N 4-(((Z)-3-ethyl-4-oxo-5-((Z)-2-oxoindolin-3-ylidene)thiazolidin-2-ylidene)amino)benzenesulfonamide